3-hydroxy-2,2-dimethylpropionitrile OCC(C#N)(C)C